N1=C(C=CC=C1)SSC1=NC=CC=C1 Pyridyldisulfide